FC(C(=O)O)(F)F.COC1=CC=C(C=N1)OC1=CC=C(C(=O)N2[C@H](C[C@H](CC2)C2=C(C=C(N=N2)N)C)C)C=C1 6-[(2S,4S)-1-{4-[(6-methoxypyridin-3-yl)oxy]benzoyl}-2-methylpiperidin-4-yl]-5-methylpyridazin-3-amine trifluoroacetate salt